FC(C(=O)NNC(=O)C=1C=NN2C1C=C(C=C2N2CCN(CC2)C(=O)N(C)C)S(NC2(CC2)C)(=O)=O)F 4-(3-(2-(2,2-difluoroacetyl)hydrazine-1-carbonyl)-5-(N-(1-methylcyclopropyl)sulfamoyl)pyrazolo[1,5-a]pyridin-7-yl)-N,N-dimethylpiperazine-1-carboxamide